1-((1-butyl-1H-tetrazol-5-yl)methyl)-4-(3,5-dichloropyridin-4-yl)piperazine C(CCC)N1N=NN=C1CN1CCN(CC1)C1=C(C=NC=C1Cl)Cl